C(C)(=O)C1=C(C=C(C=C1)Cl)C1=CC(NN=C1C1=CC=CC=C1)=O 5-(2-acetyl-5-chlorophenyl)-6-phenylpyridazin-3(2H)-one